((1R,4R,7R)-7-amino-2-azabicyclo[2.2.1]heptan-2-yl)(2-(1-(cyclopropylmethyl)-7-methyl-1H-indol-2-yl)-7-methoxy-1-methyl-1H-benzo[d]imidazol-5-yl)methanone N[C@H]1[C@@H]2N(C[C@H]1CC2)C(=O)C2=CC1=C(N(C(=N1)C=1N(C3=C(C=CC=C3C1)C)CC1CC1)C)C(=C2)OC